1-[5,6-dichloro-2-(2-fluoro-4-pyridinyl)pyrimidin-4-yl]-6,6-difluoro-1,4-diazepane ClC=1C(=NC(=NC1Cl)C1=CC(=NC=C1)F)N1CCNCC(C1)(F)F